FC(CCC1NS(C2=C(N(C1)C(=O)OC(C)(C)C)C=C(C(=C2)OC)C(F)(F)F)(=O)=O)(C)F tert-butyl 3-(3,3-difluorobutyl)-8-methoxy-7-(trifluoromethyl)-3,4-dihydrobenzo[f][1,2,5]thiadiazepine-5(2H)-carboxylate 1,1-dioxide